(R)-4-((3S,5S,8R,9S,10S,13R,14S,17R)-3-([1,1'-biphenyl]-4-yl)-3-hydroxy-10,13-dimethylhexadecahydro-1H-cyclopenta[a]phenanthren-17-yl)pentanoic acid C1(=CC=C(C=C1)[C@@]1(CC[C@@]2([C@H]3CC[C@@]4([C@H](CC[C@H]4[C@@H]3CC[C@H]2C1)[C@@H](CCC(=O)O)C)C)C)O)C1=CC=CC=C1